S(=O)(=O)(O)O.C(CCCCCCCCCCC)(=O)OCCOCCOCC[Na] 2-(2-(2-dodecanoyloxyethoxy)ethoxy)ethyl-sodium sulfate